NC1=C(SC(=C1)C1=CC(=CC=C1)F)C(=O)N[C@H]1CC(CN(C1)C(=O)OCCCC)(F)F butyl (S)-5-(3-amino-5-(3-fluorophenyl)thiophene-2-carboxamido)-3,3-difluoropiperidine-1-carboxylate